2-amino-4-((R)-2-(2-aminoethoxy)-4-((1R,5S)-3,8-diazabicyclo[3.2.1]octane-3-yl)-6-chloro-8-fluoroquinazolin-7-yl)benzo[b]selenophene-3-nitrile NC1=C(C2=C([Se]1)C=CC=C2C2=C(C=C1C(=NC(=NC1=C2F)OCCN)N2C[C@H]1CC[C@@H](C2)N1)Cl)C#N